tert-butyl 6-chloro-3-[[(1R)-1-(3-cyclopropyl-6-fluoro-4-oxo-2-tetrahydropyran-4-yl-quinazolin-8-yl)ethyl]amino]pyridine-2-carboxylate ClC1=CC=C(C(=N1)C(=O)OC(C)(C)C)N[C@H](C)C=1C=C(C=C2C(N(C(=NC12)C1CCOCC1)C1CC1)=O)F